[N+](=O)([O-])C1=C2C(C(=O)N(C2=O)C2C(NC(CC2)=O)=O)=CC=C1 3-nitro-N-(2,6-dioxo-3-piperidyl)phthalimide